NC1CS(CCC1)(=O)=O 3-Aminotetrahydro-2H-thiopyran 1,1-dioxide